ClC1=C2N=CN(C2=NC(=N1)F)CC#C 6-chloro-2-fluoro-9-(prop-2-yn-1-yl)-9H-purine